C(C)(C)(C)C=1C(=C(C=C(C1)C(C)(C)C)N1N=C2C(=N1)C=CC(=C2)Cl)O 2-(3,5-di-tert-butyl-2-hydroxyphenyl)-5-chloro-2H-benzotriazole